ClC1=CC=C(C=N1)NC1=NC=CC2=CC(=CC=C12)OCC(C)(N1CCOCC1)C N-(6-chloropyridin-3-yl)-6-(2-methyl-2-morpholinopropoxy)isoquinolin-1-amine